tert-butyl N-cyclobutyl-N-[(3R)-1-{6-[2-(methoxymethoxy)-4-(6-methylpyridin-3-yl)phenyl]pyridazin-3-yl}pyrrolidin-3-yl]carbamate C1(CCC1)N(C(OC(C)(C)C)=O)[C@H]1CN(CC1)C=1N=NC(=CC1)C1=C(C=C(C=C1)C=1C=NC(=CC1)C)OCOC